C(C)(C)(C)OC(=O)NCCCCCCN(C(OCC1=CC=CC=C1)=O)C1CCC(CC1)NC1=NC=C(C(=N1)C=1C=NN(C1CC1CC1)C)Cl benzyl (6-((tert-butoxycarbonyl)amino)hexyl)((1r,4r)-4-((5-chloro-4-(5-(cyclopropylmethyl)-1-methyl-1H-pyrazol-4-yl)pyrimidin-2-yl)amino)cyclohexyl)carbamate